(R)-2-amino-5-(3-fluorophenyl)-4-oxo-4,5-dihydrofuran-3-yl-5-d phenylmethanesulfonate C1(=CC=CC=C1)CS(=O)(=O)OC1=C(O[C@](C1=O)([2H])C1=CC(=CC=C1)F)N